ClC=1C=C(C(=O)NC)C=CC1 3-chloro-N-methyl-benzamide